C1(CC1)C(=O)N1CCC2=CC(=CC=C12)C=1N=C(SC1C)NC(CC1=CC(=CC=C1)OCCC(CCO)C)=O N-(4-(1-(cyclopropanecarbonyl)indolin-5-yl)-5-methylthiazol-2-yl)-2-(3-((5-hydroxy-3-methylpentyl)oxy)phenyl)acetamide